4-(3-benzyloxycarbonyl-4-methyl-phenyl)-3-methyl-piperazine-1-carboxylate C(C1=CC=CC=C1)OC(=O)C=1C=C(C=CC1C)N1C(CN(CC1)C(=O)[O-])C